C(C)(=O)N1CCN(CC1)C=1C(=NC=CC1)C(=O)NC=1SC=C(N1)C1=C(C=CC=C1)CO (4-acetylpiperazin-1-yl)-N-(4-(2-(hydroxymethyl)phenyl)thiazol-2-yl)picolinamide